CN([C@@H](C(C)C)C(=O)OC)C(=O)C1CCN(CC1)S(=O)(=O)C1[N@](C1)C methyl N-methyl-N-(1-(((S)-1-methylaziridin-2-yl)sulfonyl)piperidine-4-carbonyl)-L-valinate